COC1=NC=CC(=C1B(O)O)C(F)(F)F 2-METHOXY-4-(TRIFLUOROMETHYL)PYRIDINE-3-BORONIC ACID